tert-butyl 4-((6-((4-(7-fluoro-3-isopropyl-2-methyl-2H-indazol-5-yl)pyrimidin-2-yl)amino)pyridin-3-yl)methyl)piperazine-1-carboxylate FC1=CC(=CC2=C(N(N=C12)C)C(C)C)C1=NC(=NC=C1)NC1=CC=C(C=N1)CN1CCN(CC1)C(=O)OC(C)(C)C